ClC=1C=C2N=CC(=NC2=CC1)C1=CC=C(C=C1)C1=CC=C(C=C1)NC(C(C)C)=O N-(4'-(6-chloroquinoxalin-2-yl)-[1,1'-biphenyl]-4-yl)isobutyramide